C1(CCCC1)[C@@H]1[C@@H](C2=CC=C(C=C2CC1)O)C1=CC=C(C=C1)N1CCC(CC1)C=O 1-(4-((1R,2R)-2-cyclopentyl-6-hydroxy-1,2,3,4-tetrahydronaphthalen-1-yl)phenyl)piperidine-4-carbaldehyde